5-chloro-3-methoxy-2-methyl-6-(4,4,5,5-tetramethyl-1,3,2-dioxaborolan-2-yl)quinoline ClC1=C2C=C(C(=NC2=CC=C1B1OC(C(O1)(C)C)(C)C)C)OC